3-isopropyl-5-(4-(2-((5-(4-(methylsulfonyl)phenyl)thiazolo[5,4-b]pyridin-2-yl)oxy)ethyliden)piperidin-1-yl)-1,2,4-oxadiazol C(C)(C)C1=NOC(=N1)N1CCC(CC1)=CCOC=1SC2=NC(=CC=C2N1)C1=CC=C(C=C1)S(=O)(=O)C